(S)-3-chloro-4-((1-(2-chlorophenyl)ethyl)amino)-2-fluoro-N-(pyrimidin-4-yl)benzenesulfonamide ClC=1C(=C(C=CC1N[C@@H](C)C1=C(C=CC=C1)Cl)S(=O)(=O)NC1=NC=NC=C1)F